(S)-3-(1-(2-chloroacetyl)-2-(3-cyclohexyl-2-(methylamino)propionyl)hydrazino)propanamide ClCC(=O)N(NC([C@H](CC1CCCCC1)NC)=O)CCC(=O)N